N-((1-(2-(tert-butylamino)-2-oxoethyl)piperidin-4-yl)methyl)-3-chloro-5-fluorobenzamide C(C)(C)(C)NC(CN1CCC(CC1)CNC(C1=CC(=CC(=C1)F)Cl)=O)=O